N1(N=CC=C1)C1=CC=C(CN2C3CN(CC2C3)C3=CC=C(C=N3)C3=NC(=CC(=N3)NC3=NNC(=C3)C)C)C=C1 2-(6-(6-(4-(1H-pyrazol-1-yl)benzyl)-3,6-diazabicyclo[3.1.1]heptan-3-yl)pyridin-3-yl)-6-methyl-N-(5-methyl-1H-pyrazol-3-yl)pyrimidin-4-amine